3-(4-amino-7-(1-ethyl-1H-pyrazol-5-yl)-2-(pyridin-2-ylmethyl)pyrazolo[1,5-a]pyrazin-6-yl)benzonitrile NC=1C=2N(C(=C(N1)C=1C=C(C#N)C=CC1)C1=CC=NN1CC)N=C(C2)CC2=NC=CC=C2